C(C)OC(C1=C(C=CC(=C1)C)B1OC(C(O1)(C)C)(C)C)=O.FC(SC1=NC=CC=C1)(F)F 2-((trifluoromethyl)thio)pyridine ethyl-5-methyl-2-(4,4,5,5-tetramethyl-1,3,2-dioxaborolan-2-yl)benzoate